FC1(CC(C1)C(O)C1=CC=2C(=NC(=CC2)C=2C=CC3=C(N=C(O3)C)C2)S1)F (3,3-difluorocyclobutyl)(6-(2-methyl-1,3-benzoxazol-5-yl)thieno[2,3-b]pyridin-2-yl)methanol